1-(tert-butyl) 3-methylazetidine-1,3-dicarboxylate CC1(CN(C1)C(=O)OC(C)(C)C)C(=O)[O-]